3-(2-chloro-4-(1-methylhydrazinyl)pyrimidine-5-carboxamido)-4-fluorobenzoate ClC1=NC=C(C(=N1)N(N)C)C(=O)NC=1C=C(C(=O)[O-])C=CC1F